N-(2-methanesulfonylethyl)-4-{2-[(piperidin-3-yl)amino]-5-(trifluoromethyl)pyrimidin-4-yl}-1H-pyrrol-2-carboxamide CS(=O)(=O)CCNC(=O)C=1NC=C(C1)C1=NC(=NC=C1C(F)(F)F)NC1CNCCC1